3-(1H-pyrazol-4-yl)-6-((3S,5R)-3,4,5-trimethylpiperazin-1-yl)imidazo[1,2-b]pyridazine N1N=CC(=C1)C1=CN=C2N1N=C(C=C2)N2C[C@@H](N([C@@H](C2)C)C)C